1-benzyl 3-methyl 3-fluoropyrrolidine-1,3-dicarboxylate FC1(CN(CC1)C(=O)OCC1=CC=CC=C1)C(=O)OC